ClC=1C(=CC=2N(N1)C(=NN2)C2=NSC(=C2)C)C#N 6-Chloro-3-(5-methylisothiazol-3-yl)-[1,2,4]triazolo[4,3-b]pyridazine-7-carbonitrile